5,7-difluoro-6-methoxy-1-(4-(1-(methylsulfonyl)-1,2,3,6-tetrahydropyridin-4-yl)phenyl)-1H-benzo[d]imidazole FC1=CC2=C(N(C=N2)C2=CC=C(C=C2)C=2CCN(CC2)S(=O)(=O)C)C(=C1OC)F